triphenylstannyl-hexafluoropropane C1(=CC=CC=C1)[Sn](C1=CC=CC=C1)(C1=CC=CC=C1)C(C(F)(F)F)C(F)(F)F